N-(9,10-dimethoxy-4-oxo-6,7-dihydro-4H-pyrimido[6,1-a]isoquinolin-2-yl)-N-methylsulfonyl-2-ureidoacetamide COC=1C=C2CCN3C(C2=CC1OC)=CC(=NC3=O)N(C(CNC(=O)N)=O)S(=O)(=O)C